ClC=1C(=C(C=2N(N1)C(C=C(N2)C(F)F)=O)C)C 7-Chloro-2-(difluoromethyl)-8,9-dimethyl-4H-pyrimido[1,2-b]pyridazin-4-one